4-[[(1R)-1-(3,3-difluoro-2H-1-benzofuran-7-yl)ethyl]amino]-6-[1-(difluoromethyl)cyclopropyl]-2-methylpyrido[4,3-d]pyrimidin-7-one FC1(COC2=C1C=CC=C2[C@@H](C)NC=2C=1C(N=C(N2)C)=CC(N(C1)C1(CC1)C(F)F)=O)F